S(=O)([O-])CC(=O)[O-].[Na+].CN1C(C(CC1)C)=O.[Na+] N-methyl-methylpyrrolidone sodium sulfinatoacetate